N[C@@H]1C2=CC=CC=C2CC12CCN(CC2)C2=NC(=C(C(=N2)C(=O)N)C2=C(C(=NC=C2)F)Cl)C 2-((S)-1-amino-1,3-dihydrospiro[indene-2,4'-piperidine]-1'-yl)-5-(3-chloro-2-fluoropyridin-4-yl)-6-methylpyrimidine-4-carboxamide